BrC1=CC=2NC3=CC(=CC=C3C2C=C1)Br 2,7-Dibromo-9H-carbazole